C(C)(=O)O[C@@H]1COCC[C@H]1NC1=NN2C(C=N1)=C(N=C2C(C)C)C (3S,4R)-4-({7-isopropyl-5-methylimidazo[4,3-f][1,2,4]triazin-2-yl}amino)oxan-3-yl acetate